N-((1r,3r)-3-(3-chloro-4-cyanophenoxy)-2,2,4,4-tetramethylcyclobutyl)-6-(4-(2-(2,4-dioxotetrahydropyrimidin-1(2H)-yl)benzyl)piperazin-1-yl)nicotinamide ClC=1C=C(OC2C(C(C2(C)C)NC(C2=CN=C(C=C2)N2CCN(CC2)CC2=C(C=CC=C2)N2C(NC(CC2)=O)=O)=O)(C)C)C=CC1C#N